FC1([C@H](C1)C(=O)NC1=NC=C2C=C(C=3N(C2=C1)C=CN3)C=3C=NC(=CC3C)[C@H](CC=C)O)F (R)-2,2-difluoro-N-(4-(6-((S)-1-hydroxybut-3-en-1-yl)-4-methylpyridin-3-yl)imidazo[1,2-a][1,6]naphthyridin-8-yl)cyclopropane-carboxamide